hexadecane-1-yl pentatriacontanoate C(CCCCCCCCCCCCCCCCCCCCCCCCCCCCCCCCCC)(=O)OCCCCCCCCCCCCCCCC